(6S)-6-[2-Chloro-3-(2,4,5-trifluoroanilino)phenyl]-2-imino-6-methyl-3-(tetrahydro-pyran-4-yl)hexahydropyrimidin-4-one ClC1=C(C=CC=C1NC1=C(C=C(C(=C1)F)F)F)[C@@]1(CC(N(C(N1)=N)C1CCOCC1)=O)C